6-bromo-2,4-dichloropyrrolo[1,2-b]pyridazine BrC=1C=C2N(N=C(C=C2Cl)Cl)C1